C(C1CCCO1)OCC1CCCO1 Bis(TetraHydroFurfuryl) Ether